C(CCCCCCCCCCC)C(=O)CCCCCCCCCCCCCCCCCCCC n-eicosyl dodecyl ketone